C(C)(C)(C)C=1C=C(CC(C(=O)OCCCCCCCCCCCCCCCCCC)(C(=O)OCCCCCCCCCCCCCCCCCC)CC2=CC(=C(C(=C2)C(C)(C)C)O)C(C)(C)C)C=C(C1O)C(C)(C)C dioctadecyl 2,2-bis(3,5-di-tert-butyl-4-hydroxybenzyl)malonate